N-((2-(6-((cis)-2,6-dimethylmorpholino)pyridin-2-yl)-1,6-naphthyridin-7-yl)methyl)-3-iodo-4-methylbenzamide C[C@@H]1O[C@@H](CN(C1)C1=CC=CC(=N1)C1=NC2=CC(=NC=C2C=C1)CNC(C1=CC(=C(C=C1)C)I)=O)C